16-heptadecen-1,2,4-triol C(C(CC(CCCCCCCCCCCC=C)O)O)O